NC1=NC=2C=CC(=CC2C2=C1COC2)C(=O)N(C)[C@H]2COC1=C2C=CC(=C1)C#N 4-amino-N-((3R)-6-cyano-2,3-dihydro-1-benzofuran-3-yl)-N-methyl-1,3-dihydrofuro[3,4-c]quinoline-8-carboxamide